(S)-dimethoxyphosphoryl-3-methyl-oct-5-yn-2-one COP(=O)(OC)CC([C@H](CC#CCC)C)=O